BrC1=CC(=C(C=O)C=C1OC)Cl 4-BROMO-2-CHLORO-5-METHOXYBENZALDEHYDE